CNCCS(=O)(=O)O 2-methylaminoethanesulfonic acid